O1CCN(CC1)C=1C2=C(N=C(N1)N/N=C/C=1C=C(C=CC1)C)OC(=N2)C2=CC=NC=C2 7-morpholino-N-[(E)-m-tolylmethyleneamino]-2-(4-pyridyl)oxazolo[5,4-d]pyrimidin-5-amine